C(=O)(O)C=1C=C(C=C2C(N=CC=C2C2=CC=NC=C2)=CC2=CC(=C(C=C2)C(=O)O)C(=O)O)C=CC1C(=O)O bis(3,4-dicarboxy-benzylidene)-4,4-bipyridine